N-(3-(difluoromethyl)-1-(4-(4-(2-((2,6-dioxopiperidin-3-yl)amino)benzyl)piperazin-1-yl)phenyl)-1H-pyrazol-4-yl)-2-(2-((2,2,2-trifluoroethyl)amino)pyridin-4-yl)oxazole-4-carboxamide FC(C1=NN(C=C1NC(=O)C=1N=C(OC1)C1=CC(=NC=C1)NCC(F)(F)F)C1=CC=C(C=C1)N1CCN(CC1)CC1=C(C=CC=C1)NC1C(NC(CC1)=O)=O)F